N-(2-chloro-4-methylthiophen-3-yl)-2-((6-(4-(2-hydroxyethyl)piperazin-1-yl)-2-methyl-pyrimidin-4-yl)amino)thiazole-5-carboxamide ClC=1SC=C(C1NC(=O)C1=CN=C(S1)NC1=NC(=NC(=C1)N1CCN(CC1)CCO)C)C